[C-]1(C=CC=C1)SN1C(NCC=C1)=O.[CH-]1C=CC=C1.[Fe+2] ferrocenyl-thio-dihydropyrimidinone